3-(2H-benzotriazol-2-yl)-4-hydroxyphenyl 2-methyl-2-propenoate CC(C(=O)OC1=CC(=C(C=C1)O)N1N=C2C(=N1)C=CC=C2)=C